(R)-2-amino-5-(2,3-difluorophenyl)-4-oxo-4,5-dihydrofuran-3-yl-5-d phenylmethanesulfonate C1(=CC=CC=C1)CS(=O)(=O)OC1=C(O[C@](C1=O)([2H])C1=C(C(=CC=C1)F)F)N